3-((4,4-bis(((Z)-oct-5-en-1-yl)oxy)butanoyl)oxy)-2-(hydroxymethyl)propyl (3-butylnonyl) adipate C(CCCCC(=O)OCCC(CCCCCC)CCCC)(=O)OCC(COC(CCC(OCCCC\C=C/CC)OCCCC\C=C/CC)=O)CO